N1C(=CC=C1C=O)C=O pyrrole-2,5-dicarbaldehyde